p-Dioxanon O1C(COCC1)=O